5-(6-(4-(2-(2-Aminopyridin-3-yl)-5-phenyl-3H-imidazo[4,5-b]pyridin-3-yl)benzyl)-2,6-diazaspiro[3.3]heptan-2-yl)-2-hydroxybenzaldehyde NC1=NC=CC=C1C1=NC=2C(=NC(=CC2)C2=CC=CC=C2)N1C1=CC=C(CN2CC3(CN(C3)C=3C=CC(=C(C=O)C3)O)C2)C=C1